CN1C(N(C=2C1=CC=1C(=NN=C(C1C2)N[C@H](C)C2=CC(=CC=C2)C(C(C)(C)O)(F)F)C)C2(CC2)C)=O 1,8-dimethyl-3-(1-methylcyclopropyl)-5-[[(1R)-1-[3-(1,1-difluoro-2-hydroxy-2-methyl-propyl)phenyl]ethyl]amino]imidazo[4,5-g]phthalazin-2-one